NC1=C(C=CC(=C1)[2H])\C=C\C(=O)C1=CC=CC=C1 2-aminochalcone-4-d